NC1=C(C(=O)NC=2SC(=C(N2)C)C)C=CC(=N1)C amino-N-(4,5-dimethylthiazol-2-yl)-6-methylnicotinamide